ferrocenyldisulfide [C-]1(C=CC=C1)SS[C-]1C=CC=C1.[CH-]1C=CC=C1.[Fe+2].[CH-]1C=CC=C1.[Fe+2]